N1C=C(C2=CC=CC=C12)C=1C=C(OC1)C(CCC(=O)O)=O 4-(4-(1H-indol-3-yl)furan-2-yl)-4-oxobutanoic acid